BrC1=NC2=CC=CC=C2C(=C1)N(CC1=C(C=C(C=C1)OC)OC)CC1=C(C=C(C=C1)OC)OC bromo-N,N-bis[(2,4-dimethoxyphenyl)methyl]quinolin-4-amine